(rac)-2-[6-amino-5-(trifluoromethyl)pyridin-3-yl]-N-(1-phenylcyclobutyl)-6,7-dihydrospiro[pyrazolo[5,1-c][1,4]oxazine-4,3'-pyrrolidine]-1'-carboxamide NC1=C(C=C(C=N1)C1=NN2C(=C1)[C@@]1(CN(CC1)C(=O)NC1(CCC1)C1=CC=CC=C1)OCC2)C(F)(F)F |r|